(S)-2-(3-cyclopropylphenyl)pyrrolidine C1(CC1)C=1C=C(C=CC1)[C@H]1NCCC1